COC([C@H]1N(CCC1)CC=1C(=CC2=C(N=C(O2)C=2C(=C(C=CC2)C2=C(C(=CC=C2)C2=CC(=C(C=C2)C(N2CCCC2)C)OC(F)F)C)C)C1)OC(F)F)=O ((6-(difluoromethoxy)-2-(3''-(difluoromethoxy)-2,2'-dimethyl-4''-(methylpyrrolidin-1-ylmethyl)-[1,1':3',1''-terphenyl]-3-yl)benzo[d]oxazol-5-yl)methyl)-L-prolin-methyl ester